(2,2-dimethoxyethyl)amine COC(CN)OC